C(=C)N1CCOCC1 vinyl-morpholin